(R)-4,4',6,6'-tetra-trifluoromethyl-[1,1'-biphenyl]-2,2'-diamine FC(C=1C=C(C(=C(C1)C(F)(F)F)C=1C(=CC(=CC1C(F)(F)F)C(F)(F)F)N)N)(F)F